tert-butyl (1R,5S)-3-(6-chloro-2-(methylthio)-5-nitropyrimidin-4-yl)-3,8-diazabicyclo[3.2.1]octane-8-carboxylate ClC1=C(C(=NC(=N1)SC)N1C[C@H]2CC[C@@H](C1)N2C(=O)OC(C)(C)C)[N+](=O)[O-]